The molecule is a member of the class of imidazoles that is 1-(2,4-dichlorophenyl)-2-(imidazol-1-yl)ethanol in which the hydroxyl hydrogen is replaced by a 2,4-dichlorobenzyl group. It is an ether, a member of imidazoles and a dichlorobenzene. C1=CC(=C(C=C1Cl)Cl)COC(CN2C=CN=C2)C3=C(C=C(C=C3)Cl)Cl